O=C1C=C2[C@@H]3[C@H]([C@H]4[C@@H]5CC[C@H]([C@@H](/C=C/C(=O)NS(=O)(=O)C6=CC=C(C=C6)OC(F)(F)F)C)[C@]5(CC[C@@H]4[C@]2(CC1)C)C)O3 N-((6α,7α,22E)-3,24-dioxo-6,7-epoxy-4,22-choladien-24-yl)-4-(trifluoromethoxy)benzenesulfonamide